COC(=O)C1CC2CC(CC2C1)C(N)=O 5-carbamoyl-octahydropentalene-2-carboxylic acid methyl ester